C(N)(=O)C=1C=C(C=CC1F)NC(=O)[C@@H]1O[C@@](C[C@@H]1C1=C(C(=C(C=C1)F)F)OC)(C(F)(F)F)C (2R,3R,5S)-N-(3-Carbamoyl-4-fluoro-phenyl)-3-(3,4-Difluoro-2-methoxy-phenyl)-5-methyl-5-(trifluoromethyl)tetrahydrofuran-2-carboxamid